ClC=1N=C(SC1Cl)C(C)Cl 4,5-dichloro-2-(1-chloroethyl)-1,3-thiazole